(Z)-1-acetyl-3-((5-isopropyl-1-ethylimidazol-4-yl)methylene)piperazine-2,5-dione C(C)(=O)N1C(/C(/NC(C1)=O)=C/C=1N=CN(C1C(C)C)CC)=O